C(C)(C)(C)OC(=O)NCCC(=O)O 3-((tert-butoxycarbonyl)amino)propionic acid